NC1=C2C=CC(C(=C3C=CC(=C(C=4C=CC(=C(C5=CC=C1N5)N)N4)N)N3)N)=N2 Tetra-aminoporphyrin